2,3-diamino-tetrahydrothiopyran NC1SCCCC1N